4-(tert-butyl)-N-(4-(1-cyclobutyl-1H-pyrazol-4-yl)-3-(2H-tetrazol-5-yl)phenyl)piperidine-1-formamide C(C)(C)(C)C1CCN(CC1)C(=O)NC1=CC(=C(C=C1)C=1C=NN(C1)C1CCC1)C=1N=NNN1